C1(=CC=CC=C1)PCCCPC1=CC=CC=C1 1,3-bis(phenylphosphino)propane